CN1N=CC=C1C1=C2C(=NC(=C1)C1=CC=NN1C)SC(=C2)C(C)O 1-(4,6-bis(1-methyl-1H-pyrazol-5-yl)thieno[2,3-b]pyridin-2-yl)ethanol